C1(CC1)C1=C(C(=C2C(=N1)CCC2)NC(=O)N=[S@@](=O)(N)C2=NN(C=C2F)CC)C |o1:16| (S) or (R)-N'-((2-cyclopropyl-3-methyl-6,7-dihydro-5H-cyclopenta[b]pyridin-4-yl)carbamoyl)-1-ethyl-4-fluoro-1H-pyrazole-3-sulfonimidamide